C(C)(C)(C)OC(=O)N1C[C@H](CC1)NC1=C2C=CC=NC2=C(C=C1)C(NC1=CC=NC=C1)=O.C(C)(C)(C)C=1C(=C(C=CC1)[Si](C1=CC=CC=C1)=O)C1CNCC1F tert-butyl-(4-fluoropyrrolidin-3-yl)oxo-diphenyl-silane tert-butyl-(S)-3-((8-(pyridin-4-ylcarbamoyl)quinolin-5-yl)amino)pyrrolidine-1-carboxylate